C(CCCCCCC(C)C)OCCCN isodecyl-oxypropylamine